C1(CCCCC1)C([C@@H](C(=O)NC1=NC(=C(C=C1)C=1C(=NNC1C)C)C(F)(F)F)NC(=O)C=1N(N=CC1)CC)C1CCCCC1 N-[(1S)-1-(dicyclohexylmethyl)-2-[[5-(3,5-dimethyl-1H-pyrazol-4-yl)-6-(trifluoromethyl)-2-pyridinyl]amino]-2-oxo-ethyl]-2-ethyl-pyrazole-3-carboxamide